methyl N-[4-(benzyloxy)-2-methylbutanoyl]-D-phenylalaninate C(C1=CC=CC=C1)OCCC(C(=O)N[C@H](CC1=CC=CC=C1)C(=O)OC)C